5-chloro-3-((((4-hydroxybutyl)(methyl)carbamoyl)oxy)methyl)thiophene ClC1=CC(=CS1)COC(N(C)CCCCO)=O